C[C@H]1CN(CCN1)C(=O)OC(C)(C)C t-butyl (S)-3-methylpiperazine-1-carboxylate